(1R,2R)-2-[4-[6-[3-(5-fluoro-6-methyl-2-pyridyl)-1H-pyrazol-4-yl]-1,5-naphthyridin-3-yl]pyrazol-1-yl]cyclohexanamine FC=1C=CC(=NC1C)C1=NNC=C1C=1N=C2C=C(C=NC2=CC1)C=1C=NN(C1)[C@H]1[C@@H](CCCC1)N